methyl (S)-4-(1-aminoethyl)benzoate N[C@@H](C)C1=CC=C(C(=O)OC)C=C1